2-[3,5-bis(difluoromethyl)-1H-pyrazol-1-yl]-1-[4-(4-{5-[2-(prop-2-en-1-yloxy)phenyl]-4,5-dihydro-1,2-oxazol-3-yl}-1,3-thiazol-2-yl)piperidin-1-yl]ethanone FC(C1=NN(C(=C1)C(F)F)CC(=O)N1CCC(CC1)C=1SC=C(N1)C1=NOC(C1)C1=C(C=CC=C1)OCC=C)F